N-(naphthyl)ethylenediamine dihydrochloride Cl.Cl.C1(=CC=CC2=CC=CC=C12)NCCN